ClC1=CC(=CC(=N1)N1CCN(CC1)C)OC1=CC=CC=C1 6-chloro-2-(4-methylpiperazin-1-yl)-4-phenoxypyridine